4-((5-(3,5-difluorophenyl)-1-(4-(trifluoromethyl)benzyl)-1H-indazole-7-carboxamido)methyl)benzoic acid FC=1C=C(C=C(C1)F)C=1C=C2C=NN(C2=C(C1)C(=O)NCC1=CC=C(C(=O)O)C=C1)CC1=CC=C(C=C1)C(F)(F)F